2-bromo-5-methyl-3-nitropyridine BrC1=NC=C(C=C1[N+](=O)[O-])C